5-cyanopyrimidine-4-carboxylic acid C(#N)C=1C(=NC=NC1)C(=O)O